5-methylsulfanyl-1,3,4-thiadiazole CSC1=NN=CS1